C1(CC1)C=1N(C=C(N1)C1=C(C=C(C=C1)B1OC(C(O1)(C)C)(C)C)OC)C 2-cyclopropyl-4-[2-methoxy-4-(4,4,5,5-tetramethyl-1,3,2-dioxaborolan-2-yl)phenyl]-1-methyl-imidazole